(E)-2-(2-(6-hydroxy-2,3-dihydro-1H-xanthen-4-yl)vinyl)-3,3-dimethyl-1-propyl-3H-indol-1-ium OC=1C=C2OC3=C(CCCC3=CC2=CC1)/C=C/C1=[N+](C2=CC=CC=C2C1(C)C)CCC